Pyridine bis-carbonate C(O)(O)=O.C(O)(O)=O.N1=CC=CC=C1